OC1(CC1)CN1CC2=CC(=CC(=C2CC1)[C@H]1NCCC1)C=1C=C2C(=NC1)NC=C2C (S)-(1-hydroxycyclopropyl)(7-(3-Methyl-1H-pyrrolo[2,3-b]pyridin-5-yl)-5-(pyrrolidin-2-yl)-3,4-dihydroisoquinolin-2(1H)-yl)methane